The molecule is trianion of UDP-N-acetyl-6-(D-galactose-1-phospho)-D-glucosamine arising from deprotonation of the phosphate and diphosphate OH groups; major species at pH 7.3. It is a conjugate base of an UDP-N-acetyl-6-(D-galactose-1-phospho)-D-glucosamine. CC(=O)N[C@@H]1[C@H]([C@@H]([C@H](OC1OP(=O)([O-])OP(=O)([O-])OC[C@@H]2[C@H]([C@H]([C@@H](O2)N3C=CC(=O)NC3=O)O)O)COP(=O)([O-])O[C@H]4[C@@H]([C@H]([C@H]([C@H](O4)CO)O)O)O)O)O